1-benzyl-N-(2,4-dimethyl-5-oxo-5,6,7,8-tetrahydro-4H-pyrazolo[1,5-a][1,3]diazepin-6-yl)-1H-1,2,4-triazole-3-carboxamide C(C1=CC=CC=C1)N1N=C(N=C1)C(=O)NC1C(N(C=2N(CC1)N=C(C2)C)C)=O